C12C(C3CC(CC(C1)C3)C2)NCCCCNC2=C3C(N(C(=NC3=CC=C2)C)C2C(NC(CC2)=O)=O)=O 3-(5-((4-(((1r,3r,5r,7r)-adamantan-2-yl)amino)butyl)amino)-2-methyl-4-oxoquinazoline-3(4H)-yl)piperidine-2,6-dione